8-methoxy-6-(4,4,5,5-tetramethyl-1,3,2-dioxaborolan-2-yl)-[1,2,4]triazolo[1,5-a]pyridine COC=1C=2N(C=C(C1)B1OC(C(O1)(C)C)(C)C)N=CN2